FC1CN(CCC1OS(=O)(=O)C)C(=O)OC(C)(C)C tert-Butyl 3-fluoro-4-((methylsulfonyl)oxy)piperidine-1-carboxylate